C(C)(=O)OC(C=C)(CCC=C(C)C)C 3,7-dimethyl-1,6-octadien-3-ol 3-acetate